Dimethyl (3-phenyl-2-cyclohexen-1-ylidene)malonate C1(=CC=CC=C1)C1=CC(CCC1)=C(C(=O)OC)C(=O)OC